4-[(2S)-2-(hydroxymethyl)pyrrolidin-1-yl]-1H-pyrrolo[2,3-b]Pyridine-3-carbonitrile OC[C@H]1N(CCC1)C1=C2C(=NC=C1)NC=C2C#N